methyl (Z)-N'-((Z)-(3-(4-chlorophenyl)-4-phenyl-5,6-dihydropyridazin-1(4H)-yl)(((4-cyanophenyl)sulfonyl)imino)methyl)carbamimidothioate ClC1=CC=C(C=C1)C1=NN(CCC1C1=CC=CC=C1)\C(\N=C(\N)/SC)=N/S(=O)(=O)C1=CC=C(C=C1)C#N